glucopyranosyl-(1->1)-(2R,3S,4E)-3-benzoyl-2-tetracosanamido-4-octadecene-1,3-diol C1([C@H](O)[C@@H](O)[C@H](O)[C@H](O1)CO)OC[C@H]([C@](\C=C\CCCCCCCCCCCCC)(O)C(C1=CC=CC=C1)=O)NC(CCCCCCCCCCCCCCCCCCCCCCC)=O